FC=1C=C(C=CC1)C1=NOC(=N1)[C@@H](C)N (R)-1-(3-(3-fluorophenyl)-1,2,4-oxadiazol-5-yl)ethan-1-amine